Glutaminehydroxamic acid N[C@@H](CCC(N)=O)C(=O)NO